C(C1=CC=CC=C1)(C1=CC=CC=C1)(C1=CC=CC=C1)P(C1=CC=CC=C1)(C1=CC=CC=C1)=O trityldiphenylphosphine oxide